N,N-bis(2-hydroxyethyl)-5-methoxy-9,10-dioxo-9,10-dihydroanthracene-2-carboxamide OCCN(C(=O)C1=CC=2C(C3=CC=CC(=C3C(C2C=C1)=O)OC)=O)CCO